citric acid tri-n-butylester C(CCC)OC(CC(O)(C(=O)OCCCC)CC(=O)OCCCC)=O